pentane-2,3-dione CC(C(CC)=O)=O